heptylenebis-methacrylamide C(CCCCCCC=C(C(=O)N)C)C=C(C(=O)N)C